4-(6-((1-(tetrahydro-2H-pyran-4-yl)-1H-indazol-6-yl) methoxy) pyridin-2-ylpiperidin-1-ylmethyl)-1H-benzo[d]imidazole-6-carboxylate O1CCC(CC1)N1N=CC2=CC=C(C=C12)COC1=CC=CC(=N1)C(C1=CC(=CC=2NC=NC21)C(=O)[O-])N2CCCCC2